Trimethyl-n-hexylammonium C[N+](CCCCCC)(C)C